N-[4-(1-cyano-1-methyl-ethyl)phenyl]-2-imidazol-1-yl-5H-pyrrolo[3,2-d]pyrimidine-4-carboxamide C(#N)C(C)(C)C1=CC=C(C=C1)NC(=O)C=1C2=C(N=C(N1)N1C=NC=C1)C=CN2